4-phenyl-5-(2,6-dimethoxyphenyl)-2-(trifluoromethyl)pyridine C1(=CC=CC=C1)C1=CC(=NC=C1C1=C(C=CC=C1OC)OC)C(F)(F)F